bis(2,2,6,6-tetramethylpiperidinol) sebacate C(CCCCCCCCC(=O)O)(=O)O.CC1(N(C(CCC1)(C)C)O)C.CC1(N(C(CCC1)(C)C)O)C